CC=1C=C2C(C(NC2=CC1)=O)=NN=C1SCC(N1C1=CC=C(C=C1)OC)=O 5-methyl-3-(2-(3-(4-methoxyphenyl)-4-oxothiazolidine-2-ylidene)hydrazono)indol-2-one